N-((1s,3R)-3-((2'-(benzyloxy)-6-fluoro-[1,1'-biphenyl]-3-yl)methyl)-3-(4-(chloromethyl)oxazol-2-yl)cyclopentyl)ethanesulfonamide C(C1=CC=CC=C1)OC1=C(C=CC=C1)C1=CC(=CC=C1F)C[C@]1(C[C@H](CC1)NS(=O)(=O)CC)C=1OC=C(N1)CCl